C(ONCC)CONCC 2,25-(Ethylenedioxy)bis(ethylamine)